methyl (E)-2-methyl-3-[2-(trifluoromethyl)-4-pyridyl]propenoate C/C(/C(=O)OC)=C\C1=CC(=NC=C1)C(F)(F)F